N-(3-(1H-Imidazol-1-yl)-5-Methoxyphenyl)-7-bromoquinolin-4-amine N1(C=NC=C1)C=1C=C(C=C(C1)OC)NC1=CC=NC2=CC(=CC=C12)Br